FC1=C(NC=2C(=CN(C(C2C)=O)CC2=C(C(=NC=C2)NS(NC)(=O)=O)F)C(=O)NOC)C=CC(=C1)I 4-(2-Fluoro-4-iodoanilino)-1-[[3-Fluoro-2-(methylsulfamoylamino)pyridine-4-yl]methyl]-N-methoxy-5-methyl-6-oxopyridine-3-Carboxamide